NC[C@@H]1CC[C@H](CC1)C(=O)O trans-4-aminomethyl-cyclohexanecarboxylic acid